(RS)-6-Chloro-pyridine-3-carboxylic acid (4-pyrrolidin-3-yl-phenyl)-amide N1C[C@H](CC1)C1=CC=C(C=C1)NC(=O)C=1C=NC(=CC1)Cl |r|